ClC1=CC=C(C=C1)C(C1=C(N)C(=CC(=C1)C)C)C1=CC=C(C=C1)Cl 2-di(p-chlorophenyl)methyl-4,6-dimethylaniline